(3-methylimidazo[1,5-a]pyrimidin-8-yl)methanone CC=1C=NC=2N(C1)C=NC2C=O